CC1=C2C=CC(C2=C(C=C1)C)[Li] 4,7-dimethylindenyl-lithium